3-[4-[2-methoxy-5-[(1R)-1-[[2-methyl-5-(4-methylpiperazin-1-yl)benzoyl]amino]ethyl]phenyl]-1-piperidinyl]propionic acid COC1=C(C=C(C=C1)[C@@H](C)NC(C1=C(C=CC(=C1)N1CCN(CC1)C)C)=O)C1CCN(CC1)CCC(=O)O